BrC1=CC(=C(C(=C1)OC)C=1C=CC=2C(=NC(=CN2)[C@H]2CN(CCC2)C(=O)OC(C)(C)C)N1)C(F)F tert-butyl (3R)-3-[6-[4-bromo-2-(difluoromethyl)-6-methoxy-phenyl]pyrido[2,3-b]pyrazin-3-yl]piperidine-1-carboxylate